4-{2-[(tert-butyldimethylsilyl)oxy]ethyl}-2-(2-chloro-5-fluorophenyl)-6-oxopiperidine-3-carboxylic acid methyl ester COC(=O)C1C(NC(CC1CCO[Si](C)(C)C(C)(C)C)=O)C1=C(C=CC(=C1)F)Cl